1-[2-fluoro-4-(4-{[(6-methylpyridin-3-yl)methyl]carbamoyl}-1H-1,2,3-triazol-1-yl)butyl]-N-{[3-(trifluoromethoxy)phenyl]methyl}-1H-1,2,3-triazole-4-carboxamide FC(CN1N=NC(=C1)C(=O)NCC1=CC(=CC=C1)OC(F)(F)F)CCN1N=NC(=C1)C(NCC=1C=NC(=CC1)C)=O